4-(5-bromopyridin-2-yl)-1-thiomorpholin BrC=1C=CC(=NC1)N1CCSCC1